O1C(CCCC1)OCN1CCC2(CC1)CC=1C(=NC=CC1)C2 (tetrahydropyran-2-yloxymethyl)spiro[5,7-dihydrocyclopenta[b]pyridine-6,4'-piperidine]